(S)-4-(allyloxymethyl)-2,2-dimethyl-1,3-dioxolane C(C=C)OC[C@@H]1OC(OC1)(C)C